4-(4-(2-(5-amino-8-(furan-2-yl)-1-methyl-2-oxo-1H-pyrazolo[5,1-i]purin-3(2H)-yl)ethyl)piperazin-1-yl)-N-(2-aminoethyl)-3-fluorobenzamide NC=1N2C(C=3N(C(N(C3N1)CCN1CCN(CC1)C1=C(C=C(C(=O)NCCN)C=C1)F)=O)C)=CC(=N2)C=2OC=CC2